C(C)(=O)O[C@@H]1[C@H](O[C@H]([C@@H]([C@H]1OC(C)=O)OC(C)=O)OCCOCCOCCNC(OC(C)(C)C)=O)COC(C)=O (2R,3R,4S,5R,6R)-2-(acetoxymethyl)-6-((2,2-dimethyl-4-oxo-3,8,11-trioxa-5-azatridecan-13-yl)oxy)tetrahydro-2H-pyran-3,4,5-triyl triacetate